2,6-di-cyclopentyl-4-methylphenol C1(CCCC1)C1=C(C(=CC(=C1)C)C1CCCC1)O